FC(C(=O)O)(F)F.COC(=O)C1=CC=CC=N1 pyridine-6-carboxylic acid methyl ester trifluoroacetate salt